2-[(tert-butyldimethyl-silyl)oxy]ethanol C(C)(C)(C)[Si](OCCO)(C)C